4-(2-(1-tosyl-4-(trifluoromethyl)piperidin-2-yl)benzylamino)-1H-imidazole-5-carboxamide S(=O)(=O)(C1=CC=C(C)C=C1)N1C(CC(CC1)C(F)(F)F)C1=C(CNC=2N=CNC2C(=O)N)C=CC=C1